ClC=1C=C(CNC(=O)C2(CCCC2)C2=CC=NC=C2)C=C(C1C1C(NC(CC1)=O)=O)Cl N-(3,5-dichloro-4-(2,6-dioxopiperidin-3-yl)benzyl)-1-(pyridin-4-yl)cyclopentane-1-carboxamide